C1(=CC=CC=C1)[C@H]1CCC(=O)O1 (R)-gamma-phenyl-butyrolactone